1-{[(4R)-2-oxo-1,3-oxazolidin-4-yl]methoxy}-7-(propan-2-yloxy)isoquinoline-6-carboxamide O=C1OC[C@H](N1)COC1=NC=CC2=CC(=C(C=C12)OC(C)C)C(=O)N